3-((1R)-1-Amino-3-fluoro-8-azaspiro[4.5]decan-8-yl)-6-((2,3-dichlorophenyl)-thio)pyrazin-2(1H)-on N[C@@H]1CC(CC12CCN(CC2)C=2C(NC(=CN2)SC2=C(C(=CC=C2)Cl)Cl)=O)F